C(C)(C)(C)OC(CC1(CCN(CC1)C1=C(C=C(C=C1)NC1C(NC(CC1)=O)=O)Cl)O)=O.ClC=1C=C(C=CC1OCC1=NC(=CC=C1)C#N)NC(C1=CC=C(C=C1)CCl)=O N-(3-chloro-4-((6-cyanopyridin-2-yl)methoxy)phenyl)-4-(chloromethyl)benzamide tert-butyl-2-[1-[2-chloro-4-[(2,6-dioxo-3-piperidyl)amino]phenyl]-4-hydroxy-4-piperidyl]acetate